2-(3'-((4-cyano-2-fluorobenzyl)oxy)-3,4'-difluoro-[1,1'-biphenyl]-4-yl)acetic acid C(#N)C1=CC(=C(COC=2C=C(C=CC2F)C2=CC(=C(C=C2)CC(=O)O)F)C=C1)F